FC1=C2C(C=C(NC2=CC(=C1)F)C=1C=C(C#N)C=CC1SC(C)C)=O 3-(5,7-difluoro-4-oxo-1H-quinolin-2-yl)-4-isopropylsulfanyl-benzonitrile